CC1=C(C(=O)N[C@H](C)C2=CC(=CC=C2)C2=CC(=CC=C2)C(NC)=O)C=C(C=C1)N1CCN(CC1)C 2-Methyl-N-[(1R)-1-[3-[3-(methylcarbamoyl)phenyl]phenyl]ethyl]-5-(4-methylpiperazin-1-yl)benzamide